2,9-diazaspiro[5.5]Undecane-2-carboxylic acid tert-butyl ester C(C)(C)(C)OC(=O)N1CC2(CCC1)CCNCC2